tert-butyl 4-(2-chloroquinazolin-7-yl)-1H-pyrazole-1-carboxylate ClC1=NC2=CC(=CC=C2C=N1)C=1C=NN(C1)C(=O)OC(C)(C)C